nicotinic acid diphosphate OP(O)(=O)OP(=O)(O)O.C(C1=CN=CC=C1)(=O)O